N-[[3-[4-[[(3S,4R)-3-fluoro-4-piperidyl]amino]-1-(2,2,2-trifluoroethyl)indol-2-yl]-1,2,4-oxadiazol-5-yl]methyl]-5-(1-methoxy-1-methyl-ethyl)thiophene-3-carboxamide F[C@H]1CNCC[C@H]1NC1=C2C=C(N(C2=CC=C1)CC(F)(F)F)C1=NOC(=N1)CNC(=O)C1=CSC(=C1)C(C)(C)OC